CN[C@@H](CCCCCN)C(=O)O N-methyl-homolysine